tert-butyl (2-cyclopropyl-4-(4-((1-methyl-1H-pyrazol-3-yl)amino)-1,3,5-triazin-2-yl)benzyl)carbamate C1(CC1)C1=C(CNC(OC(C)(C)C)=O)C=CC(=C1)C1=NC=NC(=N1)NC1=NN(C=C1)C